[Cl-].C(OCCCC)(OC[N+]1(CCC=C(C1)C1=NSN=C1OCCCCCC)C)=O butyl [5-(4-hexyloxy-1,2,5-thiadiazol-3-yl)-1-methyl-3,6-dihydro-2H-pyridin-1-ium-1-yl]methyl carbonate chloride